FC1=CN(C2=CC(=CC=C12)NC1=C(C(=NC=C1)OCCC1=CC=C(C=C1)C(F)(F)F)C)C(=O)OC(C)(C)C tert-butyl 3-fluoro-6-((3-methyl-2-(4-(trifluoromethyl)phenethoxy)pyridin-4-yl)amino)-1H-indole-1-carboxylate